5-((6-(4-Methyl-1,4-diazepan-1-yl)imidazo[1,2-b]pyridazin-3-yl)ethynyl)-N-(4-((4-methylpiperazin-1-yl)methyl)-3-(trifluoromethyl)phenyl)nicotinamide CN1CCN(CCC1)C=1C=CC=2N(N1)C(=CN2)C#CC=2C=NC=C(C(=O)NC1=CC(=C(C=C1)CN1CCN(CC1)C)C(F)(F)F)C2